4-[[5-[(3-amino-2-pyridinyl)amino]-2-pyridinyl]oxy]-3,5-dimethyl-benzonitrile NC=1C(=NC=CC1)NC=1C=CC(=NC1)OC1=C(C=C(C#N)C=C1C)C